(oxetan-2-yl (methyl) amino) benzoate C(C1=CC=CC=C1)(=O)ON(C)C1OCC1